CC1=CC=C(C=C1)NC1=C(C=C(C=C1)NC1=CC=CC=C1)C N-(4-methyl-phenyl)-N'-phenyl-2-methyl-1,4-phenylenediamine